O=C1NC2=CC=CC=C2C=C1 2-OXOQUINOLINE